benzyl-triethylammonium methanesulfonate CS(=O)(=O)[O-].C(C1=CC=CC=C1)[N+](CC)(CC)CC